FC1=C(C=CC(=C1)C1=NOC(=C1)C1=NNC2=CC(=C(C=C12)F)OCCOC)C(=O)N1CCN(CC1)C1COC1 (2-Fluoro-4-{5-[5-fluoro-6-(2-methoxy-ethoxy)-1H-indazol-3-yl]-isoxazol-3-yl}-phenyl)-(4-oxetan-3-yl-piperazin-1-yl)-methanone